P(=O)(OCC)(OCC)OCCOCCOC diethyl (2-(2-methoxyethoxy) ethyl) phosphate